CC1(CCCCCCC1)C DIMETHYLCYCLOOCTANE